CC1=CN(C2=NC=CC=C21)C(=O)OC(C)(C)C tert-butyl 3-methyl-1H-pyrrolo[2,3-b]pyridine-1-carboxylate